(5-fluorothiazol-2-yl)methanol FC1=CN=C(S1)CO